C(C)OP(=O)(OCC)C(C(=O)OC)C methyl 2-(diethoxyphosphoryl)propanoate